3-{2-[2-(Trifluoromethyl)-1,3-thiazol-5-yl]vinyl}azetidine-1-carboxylic acid tert-butyl ester C(C)(C)(C)OC(=O)N1CC(C1)C=CC1=CN=C(S1)C(F)(F)F